(1E)-2-(3-amino-3-oxoprop-1-en-1-yl)-3'-nitrobiphenyl-4-yl triflate O(S(=O)(=O)C(F)(F)F)C1=CC(=C(C=C1)C1=CC(=CC=C1)[N+](=O)[O-])\C=C\C(=O)N